lithium-polonium [Po].[Li]